ClCC1=CC(=C(C(=C1)C)NC(=O)C1=NC=CC(=N1)C1=C(C=CC(=C1)Cl)Cl)C N-[4-(chloromethyl)-2,6-dimethylphenyl]-4-(2,5-dichlorophenyl)pyrimidine-2-carboxamide